N-(1-([1,1'-biphenyl]-4-yl)-3-(4,4,5,5-tetramethyl-1,3,2-dioxaborolan-2-yl)propyl)pivaloamide C1(=CC=C(C=C1)C(CCB1OC(C(O1)(C)C)(C)C)NC(C(C)(C)C)=O)C1=CC=CC=C1